(S)-3-((4-bromophenoxy)methyl)pyrrolidine hydrochloride Cl.BrC1=CC=C(OC[C@@H]2CNCC2)C=C1